1,4-diazabutadiene N=CC=N